ClC1=NC(=C[C@](N1)(NC(C)C1=C(C=C(C=C1)Cl)Cl)Cl)C (R)-2,4-dichloro-N-(1-(2,4-dichlorophenyl)ethyl)-6-methylpyrimidin-4-amine